2,3-Bis(stearoyloxy)propyl (2-(triethylammonio)ethyl) phosphate 3-(Benzyloxy)propane-1,2-diyl-distearate C(C1=CC=CC=C1)OCC(CCCCCCCCCCCCCCCCCCC(=O)[O-])CCCCCCCCCCCCCCCCCC(=O)O.P(=O)(OCC(COC(CCCCCCCCCCCCCCCCC)=O)OC(CCCCCCCCCCCCCCCCC)=O)(OCC[N+](CC)(CC)CC)O